ClC=1C(=CC(=C(C1)C1=C(C=C2C(NC(N3C2=C1SC[C@H](C3)OCCOC)=O)=O)C(F)(F)F)F)F (3S)-11-(5-chloro-2,4-difluorophenyl)-3-(2-methoxyethoxy)-10-(trifluoromethyl)-3,4-dihydro-2H,6H-[1,4]thiazepino[2,3,4-ij]quinazoline-6,8(7H)-dione